tert-butyl (2-fluoro-3-(((1-(2-hydroxy-4-((4-methoxybenzyl)oxy)phenyl)ethyl)amino)methyl)phenyl)carbamate FC1=C(C=CC=C1CNC(C)C1=C(C=C(C=C1)OCC1=CC=C(C=C1)OC)O)NC(OC(C)(C)C)=O